C(C)OC(C1=CC(=C(C=C1)C)C1CN(CC1)CC1=CC=CC=C1)=O 3-(1-Benzylpyrrolidin-3-yl)-4-methylbenzoic acid ethyl ester